4-(4-(tert-Butyl)phenyl)-2-fluoropyrrolo[1,2-a]quinoxaline-7-carboxylic acid C(C)(C)(C)C1=CC=C(C=C1)C=1C=2N(C3=CC=C(C=C3N1)C(=O)O)C=C(C2)F